O=C\C=C/CCCCCCCC(=O)OCC#C prop-2-yn-1-yl (Z)-11-oxoundec-9-enoate